(R)-3-amino-4-(3-thienyl)butanoic acid N[C@@H](CC(=O)O)CC1=CSC=C1